ICCCCI (d)-1,4-diiodobutane